CC1C(C2=CC(=CC=C2C1)C)=O 2,6-dimethyl-2,3-dihydro-1-indenone